C1(CC1)NCCC1=CC=C(CN2C(=C(C3=CC(=CC=C23)O)F)C2=C(C=C(C=C2)O)C)C=C1 1-(4-(2-(cyclopropylamino)ethyl)benzyl)-3-fluoro-2-(4-hydroxy-2-methylphenyl)-1H-indol-5-ol